3,3'-(1,4-Phenylene)bis{1-[6-(triethoxysilyl)hexyl]-5-ethylsulfanyl-1,2,4-triazole} C1(=CC=C(C=C1)C1=NN(C(=N1)SCC)CCCCCC[Si](OCC)(OCC)OCC)C1=NN(C(=N1)SCC)CCCCCC[Si](OCC)(OCC)OCC